methyl-3,5-dimethoxybenzoate COC(C1=CC(=CC(=C1)OC)OC)=O